N,N'-di-[2-(phenylethanesulfonyloxy)phenyl]urea C1(=CC=CC=C1)CCS(=O)(=O)OC1=C(C=CC=C1)NC(=O)NC1=C(C=CC=C1)OS(=O)(=O)CCC1=CC=CC=C1